C1(CCCCC1)CC(=O)NCC1(OCC1)C1=CC(=NC=C1)OC(F)F 2-cyclohexyl-N-[[2-[2-(difluoromethoxy)-4-pyridyl]oxetan-2-yl]methyl]acetamide